FC1=CC(=C(C[C@@H]2N(CCCCC2)C2=NC(=CC(N2)=O)N2CCOCC2)C=C1)OC (R)-2-(2-(4-fluoro-2-methoxybenzyl)azepan-1-yl)-6-morpholinopyrimidin-4(3H)-one